C(C)(C)(C)C1=CC=C(CN2N=C(N(C2=O)CC)CCC(F)(F)C=2C=C(C=CC2)C2=CC(=C(C=C2)OCC)CC(=O)O)C=C1 2-(3'-(3-(1-(4-(tert-butyl)benzyl)-4-ethyl-5-oxo-4,5-dihydro-1H-1,2,4-triazol-3-yl)-1,1-difluoropropyl)-4-ethoxy-[1,1'-biphenyl]-3-yl)acetic acid